C[C@H](C(O)([2H])[2H])CCC (S)-2-methylpentan-1,1-d2-1-ol